C1(CCCC1)N1C(C(N(CC1)CC1=NC=C(C=C1F)C=1SC=CN1)=O)=O 1-cyclopentyl-4-((3-fluoro-5-(thiazol-2-yl)pyridin-2-yl)methyl)piperazine-2,3-dione